O[C@@H]1C[C@H](N(C1)C(=O)OC(C)(C)C)C(NC1(CNC1)C1=CC=C(C=C1)C1=C(N=CS1)C)=O tert-butyl (2S,4R)-4-hydroxy-2-[[3-[4-(4-methylthiazol-5-yl)phenyl]azetidin-3-yl]carbamoyl]pyrrolidine-1-carboxylate